ClC1=C(C=CC(=C1)Cl)[C@@H](C)OC=1C=2N(C=C(C1)N1CC(C1)[C@@H]1CN(CCC1)C1CC(C1)(C(=O)O)C)N=CN2 (1R,3r)-3-((R)-3-(1-(8-((R)-1-(2,4-dichlorophenyl)ethoxy)-[1,2,4]triazolo[1,5-a]pyridin-6-yl)azetidin-3-yl)piperidin-1-yl)-1-methylcyclobutane-1-carboxylic acid